CON=CC=NNC1=CC(=CC=C1)F 2-(2-(3-fluorophenyl)hydrazono)acetaldehyde O-methyl oxime